OC1=C(C(=O)C2=CC=C(C=C2)C(C2=C(C=CC=C2)O)=O)C=CC=C1 1,4-bis(hydroxybenzoyl)benzene